C(CCCCCCC\C=C/CCCCCCCC)(=O)OC[C@@H](OC(CCCCCCCCCCCCCCCCC)=O)COP(=O)([O-])OCC[N+](C)(C)C 1-Oleoyl-2-stearoyl-sn-glycero-3-phosphocholin